6-((5-(5-(((1r,4r)-4-hydroxycyclohexyl)oxy)-2-methylpyridin-4-yl)pyrazolo[1,5-a]pyridin-2-yl)amino)-2,4-dimethylpyridazin-3(2H)-one OC1CCC(CC1)OC=1C(=CC(=NC1)C)C1=CC=2N(C=C1)N=C(C2)NC=2C=C(C(N(N2)C)=O)C